potassium monofluorophosphate P(=O)([O-])([O-])F.[K+].[K+]